C1(CCCCC1)NC1CCCCC1.C(=O)(OC(C)(C)C)N([C@@H](CCCCN)C(=O)O)C(=O)OC(C)(C)C di-boc-L-lysine dicyclohexylamine salt